tert-butyl-(R)-4-((1-((benzyloxy)carbonyl)piperidin-4-yl)methyl)-3-(hydroxymethyl)piperazine-1-carboxylate C(C)(C)(C)OC(=O)N1C[C@@H](N(CC1)CC1CCN(CC1)C(=O)OCC1=CC=CC=C1)CO